CC(C)=CC(=CC)C 2,4-Dimethyl-2-hexeneene